ClCC1=CC=2N(N=C1)C=C(N2)[C@@H](NC(=O)C2=CC=NN2CC)C2CCC(CC2)C N-((S)-(7-(chloromethyl)imidazo[1,2-b]pyridazin-2-yl)((1r,4S)-4-methylcyclohexyl)methyl)-1-ethyl-1H-pyrazole-5-carboxamide